(2S,4R)-4-hydroxy-N-(4-(4-methylthiazole-5-yl)benzyl)pyrrolidine-2-carboxamide O[C@@H]1C[C@H](NC1)C(=O)NCC1=CC=C(C=C1)C1=C(N=CS1)C